N-(5-(4-chlorobenzo[d][1,3]dioxol-5-yl)-1-(3-methoxy-3-methylbutyl)-1H-pyrazolo[3,4-b]pyridin-3-yl)-3,3-dimethylbutanamide ClC1=C(C=CC=2OCOC21)C=2C=C1C(=NC2)N(N=C1NC(CC(C)(C)C)=O)CCC(C)(C)OC